CC(C(=O)O)(C)OC1=CC=C(C=C1)C 2-methyl-2-(p-tolyloxy)propanoic acid